C(#N)C1=CC=C(C=C1)C1=C(C2=CC=CC=C2C(=C1)NS(=O)(=O)C1=CC=C(C=C1)OC)NS(=O)(=O)C1=CC=C(C=C1)OC N,N'-(2-(4-Cyanophenyl)naphthalene-1,4-diyl)bis(4-methoxybenzenesulfonamide)